2-(2-chloro-6-methylphenyl)-7-methyl-9-(4-(1-methyl-4-(trifluoromethyl)-1H-imidazol-2-yl)benzyl)-7,9-dihydro-8H-purin-8-imine ClC1=C(C(=CC=C1)C)C1=NC=C2N(C(N(C2=N1)CC1=CC=C(C=C1)C=1N(C=C(N1)C(F)(F)F)C)=N)C